C(C1=CC=CC=C1)(=O)OC1=C(C=CC=C1)C1=C(C=CC2=CC=CC=C12)C (-)-2-(2-Methylnaphthalen-1-yl)phenyl benzoate